(R)-2-(2,3-dihydrobenzo[b][1,4]dioxin-6-yl)-1-(4-(methylsulfonyl)benzyl)pyrrolidine O1C2=C(OCC1)C=C(C=C2)[C@@H]2N(CCC2)CC2=CC=C(C=C2)S(=O)(=O)C